3-((4-fluorophenyl)ethynyl)-4-(((1-methyl-1H-pyrazol-3-yl)methyl)sulfonyl)aniline FC1=CC=C(C=C1)C#CC=1C=C(N)C=CC1S(=O)(=O)CC1=NN(C=C1)C